O=C1N(N=CC(N1)=O)[C@@H]1O[C@@H]([C@@H]2[C@H]1OC(O2)(C)C)CN([C@@H](CC2=CC=CC=C2)C(=O)[O-])C(=O)OCC2C1=CC=CC=C1C=1C=CC=CC21 ((3AR,4R,6R,6AR)-6-(3,5-DIOXO-4,5-DIHYDRO-1,2,4-TRIAZIN-2(3H)-YL)-2,2-DIMETHYLTETRAHYDROFURO[3,4-D][1,3]DIOXOL-4-YL)METHYL-(((9H-FLUOREN-9-YL)METHOXY)CARBONYL)-L-PHENYLALANINATE